(7S,8aS)-2-(5-fluoropyrimidin-2-yl)-7-(3-(quinoxalin-5-yl)propyl)hexahydropyrrolo[1,2-a]pyrazin-6(2H)-one FC=1C=NC(=NC1)N1C[C@H]2N(CC1)C([C@H](C2)CCCC2=C1N=CC=NC1=CC=C2)=O